(R)-2-((1-(2-cyano-7-methyl-3-(4-(4-(N-methylsulfamoyl)phenyl)piperazin-1-yl)quinoxalin-5-yl)ethyl)amino)benzoic acid C(#N)C1=NC2=CC(=CC(=C2N=C1N1CCN(CC1)C1=CC=C(C=C1)S(NC)(=O)=O)[C@@H](C)NC1=C(C(=O)O)C=CC=C1)C